aluminum tricaprylate C(CCCCCCC)(=O)[O-].C(CCCCCCC)(=O)[O-].C(CCCCCCC)(=O)[O-].[Al+3]